tert-Butyl 4-(benzylamino)-3-fluoropiperidine-1-carboxylate C(C1=CC=CC=C1)NC1C(CN(CC1)C(=O)OC(C)(C)C)F